((2R,3S,5R)-5-(6-(4-(acetylthio)butanamido)-2-fluoro-9H-purin-9-yl)-2-ethynyl-3-hydroxytetrahydrofuran-2-yl)methyl 3-(2-acetoxy-4,6-dimethylphenyl)-3-methylbutanoate C(C)(=O)OC1=C(C(=CC(=C1)C)C)C(CC(=O)OC[C@]1(O[C@H](C[C@@H]1O)N1C2=NC(=NC(=C2N=C1)NC(CCCSC(C)=O)=O)F)C#C)(C)C